FC1=C2CCCC2=C(C=C1N)F 4,7-difluoro-2,3-dihydro-1H-indene-5-amine